C(CCC(=O)O)(=O)[O-].[Na+] Mononatrium succinat